2-amino-5-{2-[(1S)-1-cyclopropylethyl]-7-methyl-1-oxo-2,3-dihydro-1H-isoindol-5-yl}-N-[trans-3-(hydroxymethyl)cyclobutyl]pyrazolo[1,5-a]pyrimidine-3-carboxamide NC1=NN2C(N=C(C=C2)C=2C=C3CN(C(C3=C(C2)C)=O)[C@@H](C)C2CC2)=C1C(=O)N[C@@H]1C[C@H](C1)CO